4-((1S,4S)-4-(1-(6-chloro-1H-benzo[d]imidazol-2-yl)ethyl)cyclohexyl)-6-fluoroquinoline ClC=1C=CC2=C(NC(=N2)[C@@H](C)C2CCC(CC2)C2=CC=NC3=CC=C(C=C23)F)C1